CC=1SC(=C(N1)C)CN1C(N(C2=C1C=CC(=C2)S(=O)(=O)NC2(CC2)C)C=2SC=C(N2)C)=O 1-[(2,4-dimethylthiazol-5-yl)methyl]-N-(1-methylcyclopropyl)-3-(4-methylthiazol-2-yl)-2-oxo-benzoimidazole-5-sulfonamide